FC=1C=C(C(=O)O)C=CC1C1=NC=2C=CNC(C2C(=C1)NC1=NC=C(C=C1)N1CCC(CC1)O)=O 3-fluoro-4-[4-[[5-(4-hydroxy-1-piperidyl)-2-pyridyl]amino]-5-oxo-6H-1,6-naphthyridin-2-yl]benzoic acid